2-(5-{[3-(5-{[(1-acetylpiperidin-4-yl)amino]methyl}-6-fluoro-1-(2,2,2-trifluoroethyl)-1H-indol-2-yl)prop-2-yn-1-yl]amino}pyridin-2-yl)-2-methylpropanenitrile C(C)(=O)N1CCC(CC1)NCC=1C=C2C=C(N(C2=CC1F)CC(F)(F)F)C#CCNC=1C=CC(=NC1)C(C#N)(C)C